COC(=O)N1CC(C1)C1=NOC(=N1)C1=CC(=C(C(=C1)NC(=O)C1=CN=C2N1C=CC(=C2)N2CCOCC2)C)F 3-(5-(3-fluoro-4-methyl-5-(7-morpholinoimidazo[1,2-a]pyridine-3-carboxamido)phenyl)-1,2,4-oxadiazol-3-yl)azetidine-1-carboxylic acid methyl ester